N-(4-(1H-pyrazol-3-yl)phenyl)-4-((8-methyl-2,3-dihydro-1H-pyrido[2,3-b][1,4]oxazin-7-yl)amino)-2-oxo-1,2-dihydropyridine-3-carboxamide N1N=C(C=C1)C1=CC=C(C=C1)NC(=O)C=1C(NC=CC1NC1=C(C2=C(OCCN2)N=C1)C)=O